NCCCN1[C@H]2CN([C@@H](C1)C2)CCCN 3-[(1R,4R)-5-(3-aminopropyl)-2,5-diazabicyclo[2.2.1]Heptane-2-yl]propane-1-amine